NC1=C2C(=NC=N1)N(N=C2C2=CC=C(C=C2)OC2=CC=C(C=C2)C(F)(F)F)C2CCN(CC2)C2CCN(CC2)C2CN(C2)C(=O)OC(C)(C)C Tert-butyl 3-(4-(4-amino-3-(4-(4-(trifluoromethyl)phenoxy)phenyl)-1H-pyrazolo[3,4-d]pyrimidin-1-yl)-[1,4'-bipiperidin]-1'-yl)azetidine-1-carboxylate